bromo-1,5-dimethylpyrrole-2-carbonitrile BrC1=C(N(C(=C1)C)C)C#N